C(C)(C)(C)OC(NCC1=C(C=C(C=C1C)C1=NC(=C(N=C1)N)OC=1C=NN(C1)C1CCN(CC1)C)C)=O (4-(5-amino-6-((1-(1-methylpiperidin-4-yl)-1H-pyrazol-4-yl)oxy)pyrazin-2-yl)-2,6-dimethylbenzyl)carbamic acid tert-butyl ester